6-chloro-3-(2-methoxyphenyl)-1-[[2-(trimethylsilyl)ethoxy]methyl]pyrrolo[2,3-b]pyridine ClC1=CC=C2C(=N1)N(C=C2C2=C(C=CC=C2)OC)COCC[Si](C)(C)C